(2-chloro-4,5-difluoro-phenyl)-[8-(2-methoxyphenyl)-3,8-diazabicyclo[3.2.1]octan-3-yl]methanone ClC1=C(C=C(C(=C1)F)F)C(=O)N1CC2CCC(C1)N2C2=C(C=CC=C2)OC